[N+](=O)([O-])C1=CC=C(OP(=O)(OC2=CC=CC=C2)N[C@@H](C)C(=O)OC2CCC2)C=C1 Cyclobutyl ((4-nitrophenoxy)(phenoxy)phosphoryl)-L-alaninate